trifluoromethanesulfonylbicyclo[2.2.1]hept-5-ene FC(S(=O)(=O)C12CCC(C=C1)C2)(F)F